C1(CC1)N1C=NC=2N(C(NC(C12)=O)=O)C 7-cyclopropyl-3-methyl-1H-purine-2,6(3H,7H)-dione